ClC=1C(=NC(=NC1)N1C[C@H](C[C@H](C1)C)C)NC1=CC2=C(N(C(N2CCC(C)(C)O)=O)C)C=C1 5-((5-chloro-2-((3s,5r)-3,5-dimethylpiperidin-1-yl)pyrimidin-4-yl)amino)-3-(3-hydroxy-3-methylbutyl)-1-methyl-1,3-dihydro-2H-benzo[d]imidazol-2-one